FC=1C(=NC=CC1)CNC(=O)C=1N=C(OC1)CCNCCC1=NC2=C(N1CCN1CCOCC1)C=C1C(=C2)OCCO1 N-((3-fluoropyridin-2-yl)methyl)-2-(2-((2-(1-(2-morpholinoethyl)-6,7-dihydro-1H-[1,4]dioxino[2',3':4,5]benzo[1,2-d]imidazol-2-yl)ethyl)amino)ethyl)oxazole-4-carboxamide